OC1=CC=2C(C3=CC(=CC=C3SC2C=C1)O)=O 2,7-dihydroxy-9H-thioxanthen-9-one